ethyl (S)-12-chloro-13-(3-methoxypropoxy)-4,4-dimethyl-9-oxo-3,4,9,14b-tetrahydro-1H-[1,4]oxazino[3,4-a]pyrido[1,2-c]phthalazine-8-carboxylate ClC=1C=C2C=3N(N4[C@@H](C2=CC1OCCCOC)COCC4(C)C)C=C(C(C3)=O)C(=O)OCC